N1(CCC1)N1N=CC2=CC=CC=C12 (azetidin-1-yl)-1H-indazole